(1S,2R)-7-Fluoro-1-hydroxy-2,3-dihydro-1H-inden-2-yl-carbamat FC=1C=CC=C2C[C@H]([C@H](C12)O)NC([O-])=O